(S)-3-amino-2-oxetanone p-toluenesulfonate CC1=CC=C(C=C1)S(=O)(=O)O.N[C@@H]1C(OC1)=O